C12(CC3CC(CC(C1)C3)C2)NS(=O)(=O)C2=CC=C(CCNC(C3=C(C=CC(=C3)OC)OC)=O)C=C2 N-(4-(N-((3R,5R)-adamantan-1-yl)aminosulfonyl)phenethyl)-2,5-dimethoxybenzamide